octadecane-4,5-diol CCCC(C(CCCCCCCCCCCCC)O)O